BrC1=CC=CC(=N1)NC(=O)[C@H]1N(C[C@@H](C1)F)C(CN1N=C(C2=CC(=CC=C12)C=1C=NC(=NC1)C)/C(/C)=N/O)=O (2S,4R)-N-(6-bromopyridin-2-yl)-4-fluoro-1-(2-(3-((E)-1-(hydroxyimino)ethyl)-5-(2-methylpyrimidin-5-yl)-1H-indazol-1-yl)acetyl)pyrrolidine-2-carboxamide